ClC1=NN(C=N1)C1CC2(CN(C2)C(=O)C=2C=NC(=C(C2)C)OC(C(F)(F)F)(C)C)C1 [6-(3-chloro-1,2,4-triazol-1-yl)-2-azaspiro[3.3]heptan-2-yl]-[5-methyl-6-(2,2,2-trifluoro-1,1-dimethyl-ethoxy)-3-pyridyl]methanone